(1-(5-(1,1,1-trifluoro-3-morpholinopropan-2-yl)pyridin-2-yl)-1H-pyrazol-4-yl)-3H-imidazo[4,5-b]pyridine FC(C(CN1CCOCC1)C=1C=CC(=NC1)N1N=CC(=C1)C1=NC=2C(=NC=CC2)N1)(F)F